N-(3-((5-Cyclopropylthiophen-2-yl)ethynyl)-1-methyl-1H-pyrrolo[2,3-b]pyridin-5-yl)acrylamide C1(CC1)C1=CC=C(S1)C#CC1=CN(C2=NC=C(C=C21)NC(C=C)=O)C